OC1CCC(CC1)N1CC2=C(CC1)N(C(=N2)C(=O)N)C 5-((1R,4R)-4-hydroxycyclohexyl)-1-methyl-4,5,6,7-tetrahydro-1H-imidazo[4,5-c]pyridine-2-carboxamide